2-[(3R)-2,6-dioxopiperidin-3-yl]-1H-isoindole-1,3(2H)-dione O=C1NC(CC[C@H]1N1C(C2=CC=CC=C2C1=O)=O)=O